N-(3-bromo-4-fluorophenyl)-2-isopropyl-4-methylpyridin-3-amine BrC=1C=C(C=CC1F)NC=1C(=NC=CC1C)C(C)C